anti-pyruvate C(C(=O)C)(=O)[O-]